ClC=1C=C(C=CC1)S(=NS(=O)(=O)C1=CC=C(C=C1)[N+](=O)[O-])(=NC(C)(CC(C)(C)C)C)N1CCOCC1 N-((3-Chlorophenyl)(morpholino)((2,4,4-trimethylpentan-2-yl)imino)-λ6-sulfaneylidene)-4-nitrobenzenesulfonamide